tert-butyl (2R,4R)-4-hydroxy-2-isopropylpiperidine-1-carboxylate O[C@H]1C[C@@H](N(CC1)C(=O)OC(C)(C)C)C(C)C